2-[(3-exo)-8-azabicyclo[3.2.1]oct-3-yl(methyl)amino][1,3]thiazolo[4,5-c]pyridin C12CC(CC(CC1)N2)N(C=2SC1=C(C=NC=C1)N2)C